(4-(2-((5-bromo-2,4-difluorophenyl)amino)-2-oxoacetyl)phenoxy)-N-methylpyridine-carboxamide BrC=1C(=CC(=C(C1)NC(C(=O)C1=CC=C(OC=2C(=NC=CC2)C(=O)NC)C=C1)=O)F)F